10-bromo-4,6,8-trimethylundecyl nonyloxymethyl ether C(CCCCCCCC)OCOCCCC(CC(CC(CC(C)Br)C)C)C